C(CC[C@@H](C(=O)O)NC(=O)C1=CC=C(CCC2CNC=3N=C(N)NC(=O)C3C2)C=C1)(=O)O 5,10-dideazatetrahydrofolic acid